ClC1=NC=C(C(=C1)C1=C(C=NC(=C1)C)C(=O)NC=1SC2=C(N1)CN(C2)C(=O)C2=NC(=NC=C2Cl)OC)OC 2'-chloro-N-(5-(5-chloro-2-methoxypyrimidine-4-carbonyl)-5,6-dihydro-4H-pyrrolo[3,4-d]thiazol-2-yl)-5'-methoxy-6-methyl-[4,4'-bipyridine]-3-carboxamide